O=C1CC2(CC(C2)C(=O)OC)C1 methyl 6-oxospiro(3.3)heptane-2-carboxylate